O[C@@]12[C@@](OC=3C=NC=C(C31)OC)([C@H]([C@H]([C@H]2O)C(=O)OC)C2=CC=CC=C2)C2=CC=C(C=C2)I |&1:12| Rac-methyl (4bS,5R,6R,7aR)-4b,5-dihydroxy-7a-(4-iodophenyl)-4-methoxy-7-phenyl-4b,6,7,7a-tetrahydro-5H-cyclopenta[4,5]furo[2,3-c]pyridine-6-carboxylate